ClC1=C(C=NO)C=CC(=C1)C(C)(C)C chloro-4-tert-butylbenzaldehyde oxime